tert-butyl (6-fluoro-2-iodo-1-(2,2,2-trifluoroethyl)-1H-indol-4-yl)(1-methylpiperidin-4-yl)carbamate FC1=CC(=C2C=C(N(C2=C1)CC(F)(F)F)I)N(C(OC(C)(C)C)=O)C1CCN(CC1)C